NC(=O)NC(OCC(CC1=C(C=C(C=C1)Cl)Cl)N)=O 2-amino-3-(2,4-dichlorophenyl)propyl (aminocarbonyl)carbamate